2-[(3S,5R,8S)-3,8-dimethyl-1,2,3,4,5,6,7,8-octahydroazulen-5-yl]propan C[C@H]1CCC=2[C@H](CC[C@H](CC12)C(C)C)C